N-(4-(4-(methyl-(4-methylpiperazin-1-yl)amino)-4-oxobutyl)-1-phenyl-1H-imidazol-2-yl)-3-(1-methyl-1H-pyrazol-4-yl)benzamide CN(C(CCCC=1N=C(N(C1)C1=CC=CC=C1)NC(C1=CC(=CC=C1)C=1C=NN(C1)C)=O)=O)N1CCN(CC1)C